(S)-9-(2-hydroxy-1-phenylethyl)-2-(2-isopropylphenyl)-7,9-dihydro-8H-purin-8-one OC[C@H](C1=CC=CC=C1)N1C2=NC(=NC=C2NC1=O)C1=C(C=CC=C1)C(C)C